[Si](C)(C)(C(C)(C)C)OC(C)(C)C=1C=C(NC2=NN(C=C2C(=O)N)[C@@H]2COCC[C@H]2C#N)C=CC1B1OCC(CO1)(C)C 3-[3-[1-[tert-butyl(dimethyl)silyl]oxy-1-methyl-ethyl]-4-(5,5-dimethyl-1,3,2-dioxaborinan-2-yl)anilino]-1-(trans-4-cyanotetrahydro-2H-pyran-3-yl)pyrazole-4-carboxamide